methyl 6-(3-chloro-4-methyl-6,7-dihydro-5H-pyrido[2,3-c]pyridazin-8-yl)-3-[1-[[3-(2-hydroxyethoxy)-5,7-dimethyl-1-adamantyl]methyl]-5-methyl-pyrazol-4-yl]pyridine-2-carboxylate ClC1=C(C2=C(N=N1)N(CCC2)C2=CC=C(C(=N2)C(=O)OC)C=2C=NN(C2C)CC21CC3(CC(CC(C2)(C3)C)(C1)C)OCCO)C